4-[1-methyl-7-[4-(4-methylpiperazin-1-yl)anilino]-2-oxo-4H-pyrimido[4,5-d]pyrimidin-3-yl]-1-prop-2-enoyl-3,4-dihydro-2H-quinoline-8-carbonitrile CN1C(N(CC=2C1=NC(=NC2)NC2=CC=C(C=C2)N2CCN(CC2)C)C2CCN(C1=C(C=CC=C21)C#N)C(C=C)=O)=O